4-(7-(1-((1r,4r)-4-((tert-butyldimethylsilyl)oxy)cyclohexyl)-1H-pyrazol-4-yl)-6-methylimidazo[1,2-b]pyridazin-3-yl)-7-chloroquinoline [Si](C)(C)(C(C)(C)C)OC1CCC(CC1)N1N=CC(=C1)C1=CC=2N(N=C1C)C(=CN2)C2=CC=NC1=CC(=CC=C21)Cl